C(C)C1=NC=NC=C1C(=O)O 4-ethylpyrimidine-5-carboxylic acid